N1=CC(=CC=C1)C(=O)OC(=O)C=1C=NC=CC1 pyridine-3-carbonyl pyridine-3-carboxylate